4-[1-[1-[9-[4-[4-[3-[3-amino-6-(2-hydroxyphenyl)pyridazin-4-yl]oxy-1-piperidyl]phenyl]piperazin-1-yl]nonyl]triazol-4-yl]ethylamino]-2-(2,6-dioxo-3-piperidyl)isoindoline-1,3-dione NC=1N=NC(=CC1OC1CN(CCC1)C1=CC=C(C=C1)N1CCN(CC1)CCCCCCCCCN1N=NC(=C1)C(C)NC1=C2C(N(C(C2=CC=C1)=O)C1C(NC(CC1)=O)=O)=O)C1=C(C=CC=C1)O